C(C)(C)(C)OC(NCC1=CC=C(C=C1)NC(CCOCCOCCOCCOCCOCC#C)=O)=O.NCC1=CC=C(C=C1)NC(CCOCCOCCOCCOCCOCC#C)=O N-[4-(aminomethyl)phenyl]-4,7,10,13,16-pentaoxanonadec-18-ynamide tert-Butyl-N-{[4-(4,7,10,13,16-pentaoxanonadec-18-ynamido)phenyl]methyl}carbamate